tert-butyl [1-(3-chloro-2-fluorophenyl)-3-oxopropan-2-yl][(4-methoxyphenyl)methyl]carbamate ClC=1C(=C(C=CC1)CC(C=O)N(C(OC(C)(C)C)=O)CC1=CC=C(C=C1)OC)F